(S)-4-((2-fluoropyridin-3-yl)oxy)-N-(7-((1-hydroxycyclobutyl)ethynyl)-5-methyl-4-oxo-2,3,4,5-tetrahydrobenzo[b][1,4]oxazepin-3-yl)picolinamide FC1=NC=CC=C1OC1=CC(=NC=C1)C(=O)N[C@@H]1C(N(C2=C(OC1)C=CC(=C2)C#CC2(CCC2)O)C)=O